S(=O)(=O)(O)O.P(O)(O)(O)=O phosphoric acid monosulfate